BrC=1C(=NC=C(C1O)Br)NC(C(C(OC)OC)C)=O N-(3,5-dibromo-4-hydroxypyridin-2-yl)-3,3-dimethoxy-2-methylpropanamide